COC1=CC2=C(OCCN2)C=C1N1N=C(C=2C=NC(=CC21)C=2C=NN1C2N=CC=C1)N1C(OC(C1)C(=O)OCC)=O ethyl 3-(1-(6-methoxy-3,4-dihydro-2H-benzo[b][1,4]oxazin-7-yl)-6-(pyrazolo[1,5-a]pyrimidin-3-yl)-1H-pyrazolo[4,3-c]pyridin-3-yl)-2-oxooxazolidine-5-carboxylate